4-phenyl-N-(4-phenylphenyl)-N-[4-[4-(4-phenyl-N-(4-phenylphenyl)anilino)phenyl]phenyl]aniline C1(=CC=CC=C1)C1=CC=C(N(C2=CC=C(C=C2)C2=CC=C(C=C2)N(C2=CC=C(C=C2)C2=CC=CC=C2)C2=CC=C(C=C2)C2=CC=CC=C2)C2=CC=C(C=C2)C2=CC=CC=C2)C=C1